NCC(=O)NCC(=O)NCC(=O)NC1=CC=C(C=C1)C[C@@H](C(=O)OC(C)(C)C)NC(=O)OC(C)(C)C tert-butyl (S)-3-(4-(2-(2-(2-aminoacetamido)acetamido) acetamido)phenyl)-2-((tert-butoxycarbonyl) amino)propanoate